COC(COCCN)OC 2-(2,2-dimethoxyethoxy)-1-ethylamine